1-[2-(1-Ethyl-3-methyl-pyrazol-4-yl)-6-[5-[(6-methylpyridazin-3-yl)amino]benzimidazol-1-yl]-3-pyridyl]ethanol C(C)N1N=C(C(=C1)C1=NC(=CC=C1C(C)O)N1C=NC2=C1C=CC(=C2)NC=2N=NC(=CC2)C)C